bis-acetonitrile palladium (II) dichloride [Pd](Cl)Cl.C(C)#N.C(C)#N